3-[5-[(4-aminothieno[2,3-d]pyrimidin-2-yl)amino]-1-oxo-isoindolin-2-yl]piperidine NC=1C2=C(N=C(N1)NC=1C=C3CN(C(C3=CC1)=O)C1CNCCC1)SC=C2